ClC=1C=C(C=CC1)CCN1[C@H](C[C@H](C1)COC1=CC=C(C=C1)S(=O)(=O)C)C (2s,4r)-1-(3-chlorophenyl-ethyl)-2-methyl-4-((4-(methylsulfonyl)phenoxy)methyl)pyrrolidine